[C@H]12CNCC2NC1 (S)-3,6-diazabicyclo[3.2.0]-heptan